Potassium 2-hexanolate CC(CCCC)[O-].[K+]